BrC1=CC(=C(C=C1)C(C)(C)OCCN)OC 2-((2-(4-bromo-2-methoxyphenyl)propan-2-yl)oxy)ethan-1-amine